2,3-pyridinedicarboxylic acid N1=C(C(=CC=C1)C(=O)O)C(=O)O